FC([C@H]1CN(CC1)C[C@@H](C)[C@H]1CC[C@H]2\C(\CCC[C@]12C)=C\C=C1C[C@H](C[C@@H](C1)O)O)F (1R,3R)-5-(2-((1R,3aS,7aR,E)-1-((S)-1-((R)-3-(difluoromethyl)pyrrolidin-1-yl)propane-2-yl)-7a-methyloctahydro-4H-inden-4-ylidene)ethylidene)cyclohexane-1,3-diol